COC1=C(C2=C(N(C(N2C)=O)C2C(N(C(CC2)=O)C)=O)C=C1)C1CCN(CC1)C(=O)OC(C)(C)C tert-butyl 4-[5-methoxy-3-methyl-1-(1-methyl-2,6-dioxo-3-piperidyl)-2-oxo-benzimidazol-4-yl]piperidine-1-carboxylate